C(C)(C)(C)N1N=CC(=C1)C1=C(C(=O)OCC)C=C(C=C1F)[N+](=O)[O-] Ethyl 2-(1-tert-butyl-1H-pyrazol-4-yl)-3-fluoro-5-nitrobenzoate